C(#N)C1=C(C=C(C=C1)N1N=C(C=C1)CNC(C1=CC=C(C=C1)Cl)=O)C(F)(F)F N-((1-(4-cyano-3-trifluoromethylphenyl)-1H-pyrazol-3-yl)methyl)-4-chlorobenzamide